10-iodo-3-decenyl pentoxymethyl ether C(CCCC)OCOCCC=CCCCCCCI